C\C(=C/CC1=C(OC2[C@@H]([C@H]([C@@H]([C@H](O2)O)O)O)CO)C=C(C=C1OC1O[C@@H]([C@H]([C@@H]([C@H]1CO)O)O)O)CCCCC)\CCC=C(C)C (2S,3S,4R,5R)-6-{2-[(2E)-3,7-dimethylocta-2,6-dien-1-yl]-5-pentyl-3-{[(3R,4R,5S,6S)-4,5,6-trihydroxy-3-(hydroxymethyl)oxan-2-yl]oxy}phenoxy}-5-(hydroxymethyl)oxane-2,3,4-triol